5-(2,6-difluorophenyl)-7-iodo-1,3-dihydro-1,4-benzodiazepine-2-thione FC1=C(C(=CC=C1)F)C1=NCC(NC2=C1C=C(C=C2)I)=S